ClC(=O)OCCOC(=O)Cl ethylene glycol bis(chloroformate)